2,5-diphenyl-furan C1(=CC=CC=C1)C=1OC(=CC1)C1=CC=CC=C1